2-((8-(3-Acetamido-1H-pyrazole-1-carbonyl)-1,8-diazaspiro[4.5]decan-1-yl)methyl)-1H-indole-5-carboxylic acid C(C)(=O)NC1=NN(C=C1)C(=O)N1CCC2(CCCN2CC=2NC3=CC=C(C=C3C2)C(=O)O)CC1